CCC(C(=O)O)(C)O.OC(C(=O)OC)(C)C methyl 2-hydroxyisobutyrate (methyl-2-hydroxy-isobutyrate)